FC=1C=C2CCC=3N(C2=NC1)N=C(C3)C3CCN(CC3)C(=O)OC(C(F)(F)F)CO 1,1,1-trifluoro-3-hydroxypropan-2-yl 4-(7-fluoro-4,5-dihydropyrazolo[1,5-a][1,8]naphthyridin-2-yl)piperidine-1-carboxylate